calcium-cerium oxide [O-2].[Ce+3].[Ca+2]